acrylic acid cyclopentanic anhydride C1(CCCC1)C(=O)OC(C=C)=O